2-(((benzyloxy)carbonyl)amino)-6-(2,5-dimethoxy-3,4,6-trimethylphenyl)hex-5-enoic acid C(C1=CC=CC=C1)OC(=O)NC(C(=O)O)CCC=CC1=C(C(=C(C(=C1C)OC)C)C)OC